BrCC1=C2C(N(C(C2=CC=C1)=O)N1C(NC(CC1)=O)=O)=O (bromomethyl)-2-(2,4-dioxotetrahydropyrimidine-1(2H)-yl)isoindoline-1,3-dione